6-(3,5-dichloroanilino)-N-(2,2-dimethylpropyl)-3-methoxy-pyridine-2-carboxamide ClC=1C=C(NC2=CC=C(C(=N2)C(=O)NCC(C)(C)C)OC)C=C(C1)Cl